(1S,2S)-N-[7-chloro-6-[4-((3R,4R)-4-hydroxy-3-methyl-tetrahydrofuran-3-yl)piperazin-1-yl]-3-isoquinolinyl]-2-cyano-cyclobutanecarboxamide ClC1=C(C=C2C=C(N=CC2=C1)NC(=O)[C@@H]1[C@H](CC1)C#N)N1CCN(CC1)[C@@]1(COC[C@@H]1O)C